C(C)(C)(C)OC(=O)N(CC#CC1=C(C=CC(=C1F)F)NC1=C(C(=O)OC)C=C(C(=C1)F)F)C1=NC(=CC=C1[N+](=O)[O-])OC methyl 2-((2-(3-((tert-butoxycarbonyl) (6-methoxy-3-nitropyridin-2-yl) amino)-prop-1-yn-1-yl)-3,4-difluorophenyl) amino)-4,5-difluoro-benzoate